CN[C@H](CNC1=NC=C(N=C1)C(F)(F)F)C (2S)-N2-methyl-N1-(5-(trifluoromethyl)pyrazin-2-yl)propane-1,2-diamine